ClC1=C(C=CC=2N(C(=NC21)C(C)C)C)[N+](=O)[O-] 4-chloro-2-isopropyl-1-methyl-5-nitro-1H-benzo[d]imidazole